3-[(1-Methylazetidin-3-yl)oxy]-5-(5-methyl-1,3-thiazol-2-yl)-N-{(1R)-1-[2-(trifluoromethyl)pyrimidin-5-yl]ethyl}benzamide CN1CC(C1)OC=1C=C(C(=O)N[C@H](C)C=2C=NC(=NC2)C(F)(F)F)C=C(C1)C=1SC(=CN1)C